tert-Butyl 4-(benzyl(ethyl)carbamoyl)piperazine-1-carboxylate C(C1=CC=CC=C1)N(C(=O)N1CCN(CC1)C(=O)OC(C)(C)C)CC